FC1(C(CN(CC1)C1=C(C(=O)NC2=CC(=NC=C2)[S@@](=O)(=N)C)C(=C(C=N1)C(F)(F)F)C)C)F 2-(4,4-difluoro-3-methylpiperidin-1-yl)-4-methyl-N-(2-((R)-S-methylsulfonimidoyl)pyridin-4-yl)-5-(trifluoromethyl)nicotinamide